CC(C)C1=C(N=CO1)C(=O)O 5-(propan-2-yl)-1,3-oxazole-4-carboxylic acid